(R)-N-(1-(6-(1,1-difluoroethyl)pyrazin-2-yl)-3-(3-(dimethylamino)-3-methylpyrrolidin-1-yl)-1H-pyrazolo[4,3-c]pyridin-6-yl)acetamide FC(C)(F)C1=CN=CC(=N1)N1N=C(C=2C=NC(=CC21)NC(C)=O)N2C[C@](CC2)(C)N(C)C